bis(2,4-bis(1,1-dimethylethyl)-6-methylphenyl) ethyl phosphite P(OC1=C(C=C(C=C1C)C(C)(C)C)C(C)(C)C)(OC1=C(C=C(C=C1C)C(C)(C)C)C(C)(C)C)OCC